COC=1C(C2=CC=CC(=C2C(C1)=O)O)=O 2-methoxy-5-hydroxy-1,4-naphthoquinone